tert-butyl N-[2-[1-(2,2-difluoroethyl)pyrazol-4-yl]thiazol-4-yl]carbamate FC(CN1N=CC(=C1)C=1SC=C(N1)NC(OC(C)(C)C)=O)F